2-benzoyl-benzoic acid methyl ester COC(C1=C(C=CC=C1)C(C1=CC=CC=C1)=O)=O